C(C)(=O)OC=1C=C(C=CC1C(=O)OC)C1N(CCN(C1)C(=O)OCC1=CC=CC=C1)CC1=C2C=CN(C2=C(C=C1OC)C)C(=O)OC(C)(C)C tert-butyl 4-((2-(3-acetoxy-4-(methoxycarbonyl)phenyl)-4-((benzyloxy)carbonyl)piperazin-1-yl)methyl)-5-methoxy-7-methyl-1H-indole-1-carboxylate